COC1=CC=C(C=C1)C=1C(C=2C=C3CC4C(OC3=C(C2OC1)C)OCC4)=O 3-(4-Methoxyphenyl)-11-methyl-6a,7,8,9a-tetrahydro-4H,6H-furo[2,3-b]pyrano[3,2-g]chromen-4-one